C(C)(C)(C)OC(N(C)CCOCCOCCNS(=O)(=O)C1=CC=C(C=C1)N)=O tert-butyl-N-[2-[2-[2-[(4-aminophenyl)sulfonylamino] ethoxy]ethoxy]ethyl]-N-methyl-carbamate